butyl 4-((2-(m-tolyl)benzo[d]imidazo[2,1-b]thiazol-7-yl)carbamoyl)piperidine-1-carboxylate C1(=CC(=CC=C1)C=1N=C2SC3=C(N2C1)C=CC(=C3)NC(=O)C3CCN(CC3)C(=O)OCCCC)C